7-bromo-4-chloro-5-(trifluoromethyl)quinazoline BrC1=CC(=C2C(=NC=NC2=C1)Cl)C(F)(F)F